C(C)S(=O)(=O)C=1C=CC(=NC1C1=NC2=C(C=NC(=C2)C(F)(F)F)N1C)NC(=O)NC 1-[5-ethylsulfonyl-6-[3-methyl-6-(trifluoromethyl)imidazo[4,5-c]pyridin-2-yl]-2-pyridyl]-3-methylurea